C[C@@H]1N(CC1)C1=NC(=CC(=N1)N1CC2(C1)CC(C2)C(=O)OC)C(F)(F)F (S)-methyl 2-(2-(2-methylazetidin-1-yl)-6-(trifluoromethyl) pyrimidin-4-yl)-2-azaspiro[3.3]heptane-6-carboxylate